BrC1=NC=CC(=C1F)CNCC1(COC1)O 3-((((2-bromo-3-fluoropyridin-4-yl)methyl)amino)methyl)oxetan-3-ol